N-(3-chloro-2-fluorophenylmethyl)-2-((3-fluoropropyl)amino)acetamide ClC=1C(=C(C=CC1)CNC(CNCCCF)=O)F